tert-butyl (S)-(1-(2-(3,4-dichloro-5-methyl-1H-pyrrole-2-carboxamido)-5-(5-oxo-4,5-dihydro-1,3,4-oxadiazol-2-yl)phenyl)piperidin-3-yl)carbamate ClC1=C(NC(=C1Cl)C)C(=O)NC1=C(C=C(C=C1)C=1OC(NN1)=O)N1C[C@H](CCC1)NC(OC(C)(C)C)=O